ethyl 2-chloro-4-((1-hydroxyhept-2-yl) amino)-1,5-naphthyridine-3-carboxylate ClC1=NC2=CC=CN=C2C(=C1C(=O)OCC)NC(CO)CCCCC